CN(C1=NN(C(C=2N1C=C(C2)C(C)C)=O)CC(=O)O)C 2-(4-(dimethylamino)-7-isopropyl-1-oxopyrrolo[1,2-d][1,2,4]triazin-2(1H)-yl)acetic acid